CCC(=O)O[C@H](CC(=O)O)C[N+](C)(C)C.[Cl-] propionyl-L-carnitine hydrochloride